FC1=C(C=C(C=C1)F)[C@@H]1N(CCC1)C1=NC=2N(C=C1)N=C(C2NC(=S)N[C@H]2[C@@H](C2)O)F 1-(5-((R)-2-(2,5-difluorophenyl)pyrrolidin-1-yl)-2-fluoropyrazolo[1,5-a]pyrimidin-3-yl)-3-((1R,2R)-2-hydroxycyclopropyl)thiourea